C1CC12CN(CC2)CC2=CC(=C(N)C(=C2)C(F)(F)F)[N+](=O)[O-] 4-{5-Azaspiro[2.4]heptan-5-ylmethyl}-2-nitro-6-trifluoromethyl-aniline